Cl.Cl.C(C([2H])([2H])[2H])(N1CCN(CC1)[C@@H]1[C@@H](NCC1)C)([2H])[2H] 1-(Ethyl-d5)-4-((2S,3S)-2-methylpyrrolidin-3-yl)piperazine dihydrochloride